(R)-tert-Butyl 3-((S)-3-((R)-3-amino-2,3-dihydrobenzofuran-5-yl)-1-(tert-butoxy)-1-oxopropan-2-yl)pyrrolidine-1-carboxylate N[C@H]1COC2=C1C=C(C=C2)C[C@H](C(=O)OC(C)(C)C)[C@@H]2CN(CC2)C(=O)OC(C)(C)C